C(C)C1=CC=C2C=NN(C2=C1C1=NN(C=C1S(=O)(=O)N)C1=NC=C(C=C1)C(F)(F)F)C (6-Ethyl-1-Methyl-1H-Indazol-7-yl)-1-(5-(Trifluoromethyl)Pyridin-2-yl)-1H-Pyrazole-4-Sulfonamide